F[C@@H](C(=O)[O-])C (2R)-2-fluoropropanoate